(S)-3-(3',6-dimethoxybiphenyl-3-yl)-3-(3-(4-hydroxy-1,6-dimethyl-2-oxo-1,2-dihydropyridin-3-yl)ureido)propionic acid COC=1C=C(C=CC1)C1=CC(=CC=C1OC)[C@H](CC(=O)O)NC(=O)NC=1C(N(C(=CC1O)C)C)=O